CP(=O)(C)C1=CC2=C(N=C(N=C2N[C@H](C)C=2C(=C(C=CC2)C(C(=O)N)(F)F)F)C)C=N1 2-{3-[(1R)-1-{[6-(dimethylphosphoryl)-2-methylpyrido[3,4-d]pyrimidin-4-yl]amino}ethyl]-2-fluorophenyl}-2,2-difluoroacetamide